C1(=CC(=CC=C1)[C@@H]1N(OCC1)C1=CC(=NC=N1)NC=1C(=CC(=C(C1)NC(C=C)=O)N1CCC(CC1)N1C[C@@H](N(CC1)C1CC1)C)OC)C1=CC=CC=C1 N-(5-((6-((R)-3-([1,1'-biphenyl]-3-yl)isoxazolidin-2-yl)pyrimidin-4-yl)amino)-2-(4-((S)-4-cyclopropyl-3-methylpiperazin-1-yl)piperidin-1-yl)-4-methoxyphenyl)acrylamide